(S)-4-((1-(4-chloro-1-oxo-2-phenyl-8-(pyrrolidin-1-yl)-1,2-dihydroisoquinolin-3-yl)ethyl)amino)pyrido[2,3-d]pyrimidin-5(8H)-one ClC1=C(N(C(C2=C(C=CC=C12)N1CCCC1)=O)C1=CC=CC=C1)[C@H](C)NC=1C2=C(N=CN1)NC=CC2=O